3-(5-(4-benzhydryl-2-(trifluoromethyl)piperazine-1-carbonyl)-6-fluoro-1-oxoisoindolin-2-yl)piperidine-2,6-dione C(C1=CC=CC=C1)(C1=CC=CC=C1)N1CC(N(CC1)C(=O)C=1C=C2CN(C(C2=CC1F)=O)C1C(NC(CC1)=O)=O)C(F)(F)F